5-chloro-6-(difluoromethoxy)-N-{[1-(difluoromethyl)-2-methyl-1H-pyrazolo[1,5-b][1,2,4]triazol-7-yl]methyl}pyridine-3-carboxamide ClC=1C=C(C=NC1OC(F)F)C(=O)NCC=1C=NN2N=C(N(C21)C(F)F)C